(2S,4R)-N-[(S)-(4-cyclopropyl-3-fluorophenyl)(phenyl)methyl]-4-fluoro-1-[2-(4-methyl-5-oxo-4,5-dihydro-1,2,4-oxadiazol-3-yl)acetyl]pyrrolidine-2-carboxamide C1(CC1)C1=C(C=C(C=C1)[C@@H](NC(=O)[C@H]1N(C[C@@H](C1)F)C(CC1=NOC(N1C)=O)=O)C1=CC=CC=C1)F